(S)-4-Chloro-3'-(((2-(2,3-dihydro-1H-inden-1-yl)-1-oxoisoindolin-5-yl)oxy)methyl)-[1,1'-biphenyl]-3-carboxylic acid ClC1=C(C=C(C=C1)C1=CC(=CC=C1)COC=1C=C2CN(C(C2=CC1)=O)[C@H]1CCC2=CC=CC=C12)C(=O)O